Ethyl-N-(3-Chlorophenyl)-hydroxycarbamat C(C)OC(N(C1=CC(=CC=C1)Cl)O)=O